tetramethyl ((5-(benzyloxy)-1,3-phenylene)bis(ethane-2,1-diyl))bis(phosphonate) C(C1=CC=CC=C1)OC=1C=C(C=C(C1)CCP(OC)(OC)=O)CCP(OC)(OC)=O